Ammonio-Sulfonate [NH3+]S(=O)(=O)[O-]